(3R)-3-methyl-4-[3-(3-methyl-1H-pyrazol-5-yl)-7-[2-(trifluoromethyl)pyridin-3-yl]-[1,2]thiazolo[4,5-b]pyridin-5-yl]morpholine C[C@H]1N(CCOC1)C1=CC(=C2C(=N1)C(=NS2)C2=CC(=NN2)C)C=2C(=NC=CC2)C(F)(F)F